C(CCCCC)C(COC(CCCCCN(C(CCCCCNC)=O)CCCCCC)=O)CCCCCCCC.C(CCCCC)N(C(CCCCCNC)=O)CCCCCC(=O)OCC(CCCCCCCC)CCCCCC 2-hexyldecyl 6-(N-hexyl-6-(methylamino)hexanamido)hexanoate 2-hexyldecyl-6-(N-hexyl-6-(methylamino)hexanamido)hexanoate